N-(1-((2R,5S)-2-(hydroxymethyl)-1,3-oxathiolan-5-yl)-2-oxo-1,2-dihydropyrimidin-4-yl)acetamide OC[C@@H]1O[C@@H](CS1)N1C(N=C(C=C1)NC(C)=O)=O